COC1=CC=C(CN2C(=CC=3C2=NC=C(C3)S(=O)(=O)C)C)C=C1 1-(4-methoxybenzyl)-2-methyl-5-(methylsulfonyl)-1H-pyrrolo[2,3-b]pyridin